C(\C=C\C)(=O)OCC1=CC(=CC=C1)NC1=NC(=NC=C1C)NC1=CC=CC=C1 (E)-3-(5-methyl-2-(phenylamino)pyrimidin-4-ylamino)benzyl but-2-enoate